C(C)(C)(C)OC(=O)NC1=CC=C(C=C1)[C@@H]1NCCC[C@@H]1C(=O)OCC cis-ethyl 2-(4-((tert-butoxycarbonyl)amino)phenyl)piperidine-3-carboxylate